5-(4-chlorophenyl)-1H-pyrrolo[2,3-b]pyridin ClC1=CC=C(C=C1)C=1C=C2C(=NC1)NC=C2